C(#N)C=1C=C(C=CC1)C=1N=C(SC1C1=CC(=NC(=C1)C)C)NC(=O)N1C[C@H](NC(C1)=O)C (3R)-N-[4-(3-cyanophenyl)-5-(2,6-dimethyl-4-pyridyl)thiazol-2-yl]-3-methyl-5-oxo-piperazine-1-carboxamide